1-Octanethiol C(CCCCCCC)S